C(CCC)C1=CC=C(COC(CCC#N)OCC2=CC=C(C=C2)CCCC)C=C1 4,4-bis((4-butylbenzyl)oxy)butyronitrile